5-[[(2S)-2-[[1-[2-[2-(2,5-dioxopyrrol-1-yl)ethoxy]ethylcarbamoyl]cyclobutanecarbonyl]amino]-5-ureido-pentanoyl]amino]benzenesulfonate O=C1N(C(C=C1)=O)CCOCCNC(=O)C1(CCC1)C(=O)N[C@H](C(=O)NC=1C=CC=C(C1)S(=O)(=O)[O-])CCCNC(=O)N